benzyl (E)-3-methoxy-2-methylprop-2-enoate CO/C=C(/C(=O)OCC1=CC=CC=C1)\C